CC1=C(C(=C(C1(C)[Zr](OC)(C)C)C)C)C (pentamethylcyclopentadienyl)dimethyl-(methoxy)zirconium